C(C1=CC(O)=C(O)C(O)=C1)(=O)OC1=C(OC)C=C(OC)C(OC)=C1 Asaryl gallate